(2R,4R)-N-(4-tert-butylphenyl)-1-cyano-N-[2-[(4,4-difluorocyclohexyl)amino]-1-methyl-2-oxo-1-pyrazin-2-yl-ethyl]-4-methoxy-pyrrolidine-2-carboxamide C(C)(C)(C)C1=CC=C(C=C1)N(C(=O)[C@@H]1N(C[C@@H](C1)OC)C#N)C(C(=O)NC1CCC(CC1)(F)F)(C1=NC=CN=C1)C